OC=1C=C(C=C(C1)O)N=NC1=CC=CC=C1 3,5-dihydroxyazobenzene